COC[C@H]1CN(CCO1)C1=CC=C(C=C1)B1OC(C(O1)(C)C)(C)C (R)-2-(methoxymethyl)-4-(4-(4,4,5,5-tetramethyl-1,3,2-dioxaborolan-2-yl)phenyl)morpholine